OC1=CC=C(C=C1)C(C(C1=CC=C(C=C1)O)C1=CC=C(C=C1)O)C1=CC=C(C=C1)O 1,1,2,2-Tetrakis(4-hydroxyphenyl)ethan